6-[5,6-difluoro-4-(cis-1-methyl-2,3,3a,5,6,6a-hexahydropyrrolo[3,2-b]pyrrol-4-yl)-8-(methylamino)-9H-pyrido[2,3-b]indol-3-yl]-1-(methylamino)-4-oxo-1,8-naphthyridine-3-carboxylic acid FC1=C2C3=C(NC2=C(C=C1F)NC)N=CC(=C3N3CC[C@@H]1N(CC[C@@H]13)C)C=1C=C3C(C(=CN(C3=NC1)NC)C(=O)O)=O